(8Z)-8-Dodecen-1-ol C(CCCCCC\C=C/CCC)O